ClC1=NC(=NC(=C1)C)COC 4-chloro-2-(methoxymethyl)-6-methylpyrimidine